pyrido[2,3-d]tetrazolo[1,5-b]pyridazine N=1N=NN2N=CC3=C(C21)N=CC=C3